CNC(OC1CC(CC2(CCCC(C12)(C)C)C)=C)=O 4a,8,8-trimethyl-3-methyliden-decahydronaphthalene-1-yl N-methylcarbamate